3,3'-trimethylenebis(1,2,4-triazole) N1N=C(N=C1)CCCC1=NNC=N1